O=C1NC2=CC=C(C=C2C1)NC([O-])=O 2-oxo-2,3-dihydro-5-indolylcarbamate